1-(imidazo[1,2-a]pyridin-7-yl)ethan-1-ol N=1C=CN2C1C=C(C=C2)C(C)O